6-bromo-2-fluoro-pyridine-3-ol BrC1=CC=C(C(=N1)F)O